Dimethyl-p-chlorophenol CC=1C(=C(C=CC1Cl)O)C